ClC=1C=C2C(=CN=C(C2=CN1)N1[C@@H](CC1)C(C)O)C(C)C 1-((S)-1-(6-chloro-4-isopropyl-2,7-naphthyridin-1-yl)azetidin-2-yl)ethan-1-ol